[1-(4-chlorophenyl)cyclopentyl]methanamine ClC1=CC=C(C=C1)C1(CCCC1)CN